NC1=CC=C(C=C1)N1N=C(C(=C1C1=CC=C(C=C1)F)C#N)C(F)(F)F 1-(4-aminophenyl)-5-(p-fluorophenyl)-3-(trifluoromethyl)-1H-pyrazole-4-carbonitrile